(R)-3-((3-(1-methylcyclopropane-1-carbonyl)-1-((2-(trimethylsilyl)ethoxy)methyl)-1H-pyrrolo-[2,3-b]pyridin-4-yl)amino)piperidine-1-carboxylic acid tert-butyl ester C(C)(C)(C)OC(=O)N1C[C@@H](CCC1)NC1=C2C(=NC=C1)N(C=C2C(=O)C2(CC2)C)COCC[Si](C)(C)C